CON(C(=O)C1CC1)CC1=CC=C(C=C1)C1=NOC(=N1)C(F)(F)F N-methoxy-N-[[4-[5-(trifluoromethyl)-1,2,4-oxadiazol-3-yl]phenyl]methyl]-cyclopropane-carboxamide